3-(5-(2-fluoro-3-phenoxyphenylcarbamoyl)-3-(trifluoromethyl)-1H-pyrazol-1-yl)phenylmethylcarbamic acid tert-butyl ester C(C)(C)(C)OC(NCC1=CC(=CC=C1)N1N=C(C=C1C(NC1=C(C(=CC=C1)OC1=CC=CC=C1)F)=O)C(F)(F)F)=O